1,7-naphthalenedithiol C1(=CC=CC2=CC=C(C=C12)S)S